1-[(1S)-1-[2-(5-cyano-2-pyridyl)-1,2,4-triazol-3-yl]ethyl]-3-[2,4-dichloro-5-(trifluoromethyl)phenyl]urea C(#N)C=1C=CC(=NC1)N1N=CN=C1[C@H](C)NC(=O)NC1=C(C=C(C(=C1)C(F)(F)F)Cl)Cl